propyl-triethoxysilane Isocyanate [N-]=C=O.C(CC)[Si](OCC)(OCC)OCC